P(=O)(OC1=CC=C(C=C1)OC#N)([O-])[O-] (4-Cyanatophenyl) phosphate